OC(C)(C)C1=C(C=CC=C1)C(C)(C)O di(alpha-hydroxyisopropyl)benzene